[Si](C)(C)(C(C)(C)C)O[C@@H](C(=O)NNC(CC1CC(C1)NC(OC(C)(C)C)=O)=O)C tert-Butyl N-(3-[2-[(2R)-2-[(tert-Butyldimethylsilyl)oxy]propanehydrazido]-2-oxoethyl]cyclobutyl)carbamate